ClC=1C=CC2=C(C[C@](O2)(C2=CC=CC=C2)CNC(OC(C)(C)C)=O)C1C1=C(C(=CC=C1C#N)OC)F Tert-butyl (((2S,4S)-5-chloro-4-(6-cyano-2-fluoro-3-methoxyphenyl)-2-phenyl-2,3-dihydrobenzofuran-2-yl)methyl)carbamate